8-Bromo-4-[4-(methoxycarbonyl)tetrahydro-2H-pyran-4-yl]quinoline-3-carboxylic acid ethyl ester C(C)OC(=O)C=1C=NC2=C(C=CC=C2C1C1(CCOCC1)C(=O)OC)Br